2,2-bis(4-hydroxy-cyclohexyl)-propane OC1CCC(CC1)C(C)(C)C1CCC(CC1)O